4-(3-(4-aminopiperidin-1-yl)propoxy)-7-(pyridin-3-yl)-2H-chromen-2-one NC1CCN(CC1)CCCOC1=CC(OC2=CC(=CC=C12)C=1C=NC=CC1)=O